(S)-2-amino-3-(4-(4-((R)-1-(5-chloro-2',3',4',5'-tetrahydro-[1,1'-biphenyl]-2-yl)-2,2,2-trifluoroethoxy)thieno[3,2-d]pyrimidin-7-yl)phenyl)propanoic acid hydrochloride Cl.N[C@H](C(=O)O)CC1=CC=C(C=C1)C1=CSC2=C1N=CN=C2O[C@@H](C(F)(F)F)C2=C(C=C(C=C2)Cl)C=2CCCCC2